N-[4-(piperazin-1-yl)-6-(pyrrolidin-1-yl)pyrimidin-2-yl]-1-(propan-2-yl)-1H-imidazo[4,5-c]pyridin-6-amine N1(CCNCC1)C1=NC(=NC(=C1)N1CCCC1)NC1=CC2=C(C=N1)N=CN2C(C)C